6-(benzyloxy)-2-phenyl-1-(4-(2-(piperazin-1-yl)ethoxy)phenyl)-1,2,3,4-tetrahydroisoquinoline C(C1=CC=CC=C1)OC=1C=C2CCN(C(C2=CC1)C1=CC=C(C=C1)OCCN1CCNCC1)C1=CC=CC=C1